C(CCCCCCCC)OCOCCCC(CC(C)O)C 6-hydroxy-4-methylheptyl nonyloxymethyl ether